Bis(5-(octanoyloxy)pentyl) 2-((3-(dimethylamino)propanoyl)oxy)-succinate CN(CCC(=O)OC(C(=O)OCCCCCOC(CCCCCCC)=O)CC(=O)OCCCCCOC(CCCCCCC)=O)C